1-bromo-4-(trifluoromethylsulfonyl)benzene yttrium trifluoromethanesulfonate FC(S(=O)(=O)[O-])(F)F.[Y+3].BrC1=CC=C(C=C1)S(=O)(=O)C(F)(F)F.FC(S(=O)(=O)[O-])(F)F.FC(S(=O)(=O)[O-])(F)F